CCSCC[C@@H](C(=O)O)N The molecule is an S-ethylhomocysteine that has S-configuration at the chiral centre. It has a role as an antimetabolite and a carcinogenic agent. It is an enantiomer of a D-ethionine.